3-n-butyl-5-chloro-8-hydroxyquinoline C(CCC)C=1C=NC2=C(C=CC(=C2C1)Cl)O